[Ru].ClP(C(C=C(C)C)P(C1CCCCC1)(C1CCCCC1)(C1CCCCC1)Cl)(C1CCCCC1)(C1CCCCC1)C1CCCCC1 dichloro(3-methyl-2-butenylidene)bis(tricyclohexyl-phosphine) ruthenium